NC1=NC=2C=CC(=CC2C2=C1C=NN2C)C(=O)N(N(C(=O)OC)C)CC2=NC=C(C=C2)C(F)(F)F methyl 2-(4-amino-1-methyl-1H-pyrazolo[4,3-c]quinoline-8-carbonyl)-1-methyl-2-((5-(trifluoromethyl)pyridin-2-yl)methyl)hydrazine-1-carboxylate